NC1=NC(=C2N=CN(C2=N1)CC(=O)NC1=CC(=NN1CC)C)NCCO 2-(2-amino-6-((2-hydroxyethyl)amino)-9H-purin-9-yl)-N-(1-ethyl-3-methyl-1H-pyrazol-5-yl)acetamide